BrCC1=CC(=C(C=C1)F)Cl 4-(bromomethyl)-2-chloro-1-fluoro-benzene